C(C)(=O)C=1C(OC2=C(C1N1CCOCC1)C=CC(=C2)NC2=NC=CC(=C2)C2=C(C=C(C=C2)F)OC)=O 3-acetyl-7-{[4-(4-fluoro-2-methoxyphenyl)pyridin-2-yl]amino}-4-morpholino-2H-benzopyran-2-one